BrC1=C(C=C2C(=C(C(=NC2=C1F)N1CC(C1)N(C)C)C#N)N1CCN(CC1)C(=O)OC(C)(C)C)Cl tert-Butyl 4-(7-bromo-6-chloro-3-cyano-2-(3-(dimethylamino)azetidin-1-yl)-8-fluoroquinolin-4-yl)piperazine-1-carboxylate